COC=1C=C(C=C(C1OC)[N+](=O)[O-])C=CC(=O)N 3-(3,4-dimethoxy-5-nitrophenyl)acrylamide